N1N=NC2=C1C=CC(=C2)NC2(N=C1N(C=CN=C1C(N2)=O)C2CC(CC2)(F)F)N 2-((1H-benzo[d][1,2,3]triazol-5-yl)amino)-8-(3,3-difluorocyclopentyl)pterin